tert-Butyl 4-[[3-amino-8-fluoro-7-(2-fluoro-6-methyl-phenyl)-5-isoquinolyl]amino]piperidine-1-carboxylate NC=1N=CC2=C(C(=CC(=C2C1)NC1CCN(CC1)C(=O)OC(C)(C)C)C1=C(C=CC=C1C)F)F